3-methylbutanoic acid methyl ester hydrochloride Cl.COC(CC(C)C)=O